4-fluoro-N-{[6-fluoro-5-(propan-2-yl)pyridin-2-yl](phenyl)methyl}-1-[2-(4-methyl-1,3-oxazol-2-yl)acetyl]pyrrolidine-2-carboxamide FC1CC(N(C1)C(CC=1OC=C(N1)C)=O)C(=O)NC(C1=CC=CC=C1)C1=NC(=C(C=C1)C(C)C)F